C(C1=CC=CC=C1)SC1=C(C(=C(C=C1)C)F)CCCCCCOCC1=CC=CC=C1 benzyl(2-(6-(benzyloxy)hexyl)-3-fluoro-4-methylphenyl)sulfane